C(C=C)(=O)OCCCC[Si](OCC)(C)C acryloxybutyldimethylethoxysilane